[C@H]12CN(C[C@H](CC1)N2)C2=NC(=NC1=CC(=CC=C21)C=2C=C(N)C=C(C2F)F)OC[C@H]2N(CCC2)C 3-(4-((1R,5S)-3,8-diazabicyclo[3.2.1]octan-3-yl)-2-(((S)-1-methylpyrrolidin-2-yl)methoxy)quinazolin-7-yl)-4,5-difluoroaniline